ortho-nitrobenzaldehyde [N+](=O)([O-])C1=C(C=O)C=CC=C1